ClC1=NC=CC(=N1)C=1C=NC2=CC=C(C=C2C1)F 3-(2-Chloropyrimidin-4-yl)-6-fluoroquinoline